4-(2-hydroxyethyl)piperazine sodium salt [Na].OCCN1CCNCC1